3-(1-{4-[7-(aminocarbonyl)-2H-indazol-2-yl]benzyl}pyrrolidin-3-yl)pyridinium NC(=O)C1=CC=CC2=CN(N=C12)C1=CC=C(CN2CC(CC2)C=2C=[NH+]C=CC2)C=C1